O1C=COC=C1 dioxain